3-(3,3-Difluorocyclobutoxy)-1-methyl-1H-indazol-5-amine FC1(CC(C1)OC1=NN(C2=CC=C(C=C12)N)C)F